(1R,3S)-3-(3-{[(3,5-difluorophenyl)acetyl]amino}-1H-pyrazol-5-yl)cyclopentyl [(2ξ)-2-(hydroxymethyl)butyl]carbamate OCC(CNC(O[C@H]1C[C@H](CC1)C1=CC(=NN1)NC(CC1=CC(=CC(=C1)F)F)=O)=O)CC